6-(2-hydroxyethoxy)-2-methyl-3,4-dihydro-2H-1λ6,2-benzothiazine-1,1-dione OCCOC=1C=CC2=C(CCN(S2(=O)=O)C)C1